(R)-tert-butyl (1-((4-(1-methyl-1H-pyrazol-5-yl)phenyl)amino)-1-oxopropan-2-yl)carbamate CN1N=CC=C1C1=CC=C(C=C1)NC([C@@H](C)NC(OC(C)(C)C)=O)=O